CNC1COC2=C1C=C(C=C2)C(F)(F)F N-methyl-5-(trifluoromethyl)-2,3-dihydrobenzofuran-3-amine